C(C)(C)(C)OC(=O)N(C(OC(C)(C)C)=O)CC=1SC=C(N1)C(NO)=N tert-butyl N-(tert-butoxycarbonyl)-N-{[4-(N-hydroxycarbamimidoyl)-1,3-thiazol-2-yl]methyl}carbamate